6-amino-7-(1H-indole-5-yl)-9-isopropyl-2-[(1-oxo-1,3-dihydro-2-benzofuran-5-yl)amino]-7,9-dihydro-8H-purine-8-one NC1=C2N(C(N(C2=NC(=N1)NC1=CC2=C(C(OC2)=O)C=C1)C(C)C)=O)C=1C=C2C=CNC2=CC1